C(#N)C1=C(C(=O)NCC2=CC(C(=C(N2CC)C2=CC(=C(C=C2)Cl)Cl)C(=O)O)=O)C=CC=C1 6-[[(2-cyanobenzoyl)amino]methyl]-2-(3,4-dichlorophenyl)-1-ethyl-4-oxo-pyridine-3-carboxylic acid